CS(=O)(=O)O[C@H]1[C@H](CCC1)NC1=NC=C(C(=N1)C1=CN(C2=NC(=CC=C21)C=2C(=NOC2C)C)S(=O)(=O)C2=CC=CC=C2)C(F)(F)F [(1R,2S)-2-[[4-[1-(benzenesulfonyl)-6-(3,5-dimethylisoxazol-4-yl) pyrrolo[2,3-b]pyridin-3-yl]-5-(trifluoromethyl) pyrimidin-2-yl] amino] cyclopentyl] methanesulfonate